ClC1=C(C=C(C=C1)CC)S(=O)(=O)Cl 2-Chloro-5-ethylbenzenesulfonyl chloride